1-(tert-butoxycarbonyl)-L-tryptophan C(C)(C)(C)OC(=O)N1C=C(C[C@H](N)C(=O)O)C2=CC=CC=C12